(S)-5-(5-(5-fluoro-2-methoxypyridin-4-yl)-1H-pyrazole-3-carbonyl)-N-((1r,4R)-4-hydroxy-4-(trifluoromethyl)cyclohexyl)-5-azaspiro[3.5]Nonane-8-carboxamide FC=1C(=CC(=NC1)OC)C1=CC(=NN1)C(=O)N1C2(CCC2)C[C@H](CC1)C(=O)NC1CCC(CC1)(C(F)(F)F)O